2-fluoro-5-(((2R,3R)-3-hydroxybutan-2-yl)oxy)-3-(5-methylthiazol-2-yl)-N-((R)-1-(2-(Trifluoromethyl)pyrimidin-5-yl)ethyl)benzamide FC1=C(C(=O)N[C@H](C)C=2C=NC(=NC2)C(F)(F)F)C=C(C=C1C=1SC(=CN1)C)O[C@H](C)[C@@H](C)O